1-Bromo-3-(tert-butyl)-5-fluoro-2-(methoxymethoxy)benzene BrC1=C(C(=CC(=C1)F)C(C)(C)C)OCOC